N-(2-((4-Methylpiperazin-1-yl)methyl)quinolin-8-yl)-4-(trifluoromethyl)benzenesulfonamide CN1CCN(CC1)CC1=NC2=C(C=CC=C2C=C1)NS(=O)(=O)C1=CC=C(C=C1)C(F)(F)F